CN1N=NC(=C1NC(O[C@H](C)C1=CC=CC=C1)=O)C1=NC(=C(C=C1)NS(=O)(=O)C)C (R)-1-phenylethyl (1-methyl-4-(6-methyl-5-(methylsulfonamido)pyridin-2-yl)-1H-1,2,3-triazol-5-yl)carbamate